The molecule is an unsaturated fatty acyl-CoA that results from the formal condensation of the thiol group of coenzyme A with the carboxy group of (2E,15Z,18Z,21Z,24Z)-triacontapentaenoic acid. It is an unsaturated fatty acyl-CoA and an ultra-long-chain fatty acyl-CoA. It is a conjugate acid of a (2E,15Z,18Z,21Z,24Z)-triacontapentaenoyl-CoA(4-). CCCCC/C=C\\C/C=C\\C/C=C\\C/C=C\\CCCCCCCCCCC/C=C/C(=O)SCCNC(=O)CCNC(=O)[C@@H](C(C)(C)COP(=O)(O)OP(=O)(O)OC[C@@H]1[C@H]([C@H]([C@@H](O1)N2C=NC3=C(N=CN=C32)N)O)OP(=O)(O)O)O